N-(3-chloro-5-(cyclopropanesulfonamido)phenyl)-5-methyl-1-(5-morpholinopyridin-2-yl)-1H-pyrrole-3-carboxamide ClC=1C=C(C=C(C1)NS(=O)(=O)C1CC1)NC(=O)C1=CN(C(=C1)C)C1=NC=C(C=C1)N1CCOCC1